COC(C(C)N1N=C(C(=C1)[N+](=O)[O-])OC1COC1)=O (4-nitro-3-(oxetan-3-yloxy)-1H-pyrazol-1-yl)propionic acid methyl ester